1'-((7-ethyl-6-oxo-5,6-dihydro-1,5-naphthyridin-3-yl)methyl)-N-((1R,2S)-2-fluorocyclopropyl)-1',2',3',6'-tetrahydro-[3,4'-bipyridine]-6-carboxamide C(C)C=1C(NC=2C=C(C=NC2C1)CN1CCC(=CC1)C=1C=NC(=CC1)C(=O)N[C@H]1[C@H](C1)F)=O